8-(3,4,5-trifluoro-6-ethoxynaphthalen-2-yl)-1,4-dioxaspiro[4.5]decane FC=1C(=CC2=CC=C(C(=C2C1F)F)OCC)C1CCC2(OCCO2)CC1